C(C)ON=C1C2=C(N=CN1)N(C=C2)[C@@H]2O[C@@H]([C@H]([C@H]2O)O)[C@](C)(O)C2=CC=1CCC1C=C2 7-((2R,3R,4S,5S)-5-((R)-1-(bicyclo[4.2.0]octa-1(6),2,4-trien-3-yl)-1-hydroxyethyl)-3,4-dihydroxytetrahydrofuran-2-yl)-3,7-dihydro-4H-pyrrolo[2,3-d]pyrimidin-4-one O-ethyl oxime